1-(5-(4-Chloro-3-fluorophenyl)oxazol-4-yl)-4-(3-ethyl-3-fluoroazetidin-1-yl)pyrimidin-2(1H)-one ClC1=C(C=C(C=C1)C1=C(N=CO1)N1C(N=C(C=C1)N1CC(C1)(F)CC)=O)F